(S)-2-(2-(3-(1-(1-acetylazetidin-3-yl)piperidin-4-yl)-1-(methyl-d3)-1H-pyrazolo[4,3-b]pyridin-5-yl)-7-(4-chlorophenyl)-5-methylbenzo[d]thiazol-6-yl)-2-(tert-butoxy)acetic acid C(C)(=O)N1CC(C1)N1CCC(CC1)C1=NN(C=2C1=NC(=CC2)C=2SC1=C(N2)C=C(C(=C1C1=CC=C(C=C1)Cl)[C@@H](C(=O)O)OC(C)(C)C)C)C([2H])([2H])[2H]